chloro(methyl)(ethyl)silane Cl[SiH](CC)C